(2-bromo-5-chloro-4-fluoro-phenyl)-cyclopropyl-methanol BrC1=C(C=C(C(=C1)F)Cl)C(O)C1CC1